2-(2,5-dimethoxyphenyl)-2-methyl-4-hydroxy-5-amino-3(2H)-furanone COC1=C(C=C(C=C1)OC)C1(OC(=C(C1=O)O)N)C